ClC1=CC(=C(C=N1)NC(=O)C1(CN(C1)C1=NC=C(C=N1)F)C1=C(C=CC=C1)C(C)C)OC N-(6-chloro-4-methoxypyridin-3-yl)-1-(5-fluoropyrimidin-2-yl)-3-(2-isopropylphenyl)azetidine-3-carboxamide